C(C)(C)(C)OC(=O)NC1=NC=C(C(=C1)B(O)O)Cl 2-(TERT-BUTOXYCARBONYLAMINO)-5-CHLOROPYRIDIN-4-YLBORONIC ACID